(E)-tert-butyl 3-(3-(methoxysulfonyl)allyl)azetidine-1-carboxylate COS(=O)(=O)/C=C/CC1CN(C1)C(=O)OC(C)(C)C